C(C)(C)N1N=C(C=C1)S(=O)(N)=NC(NC1=C2C(=NC(=C1C)C(C)C)CCC2)=O 1-Isopropyl-N'-((2-isopropyl-3-methyl-6,7-dihydro-5H-cyclopenta[b]pyridin-4-yl)carbamoyl)-1H-pyrazole-3-sulfonimidamide